ClC1=CC=C(C=N1)CN(C=1C=COC1)CC1=CC(=C(C=C1)F)F 4-{[(6-Chloropyridin-3-yl)methyl](3,4-difluorobenzyl)amino}furan